OC1=CC=C(C=C1)N=NC1=CC=C(C=C1)S(=O)(=O)O 4-[(4-hydroxyphenyl)diazenyl]benzenesulphonic acid